COC(=O)C1[N@](C1)C(=O)OC(C)(C)C (S)-aziridine-1,2-dicarboxylic acid 1-(tert-butyl) 2-methyl ester